C(OCCF)(OCF)=O 2-fluoroethyl (fluoromethyl) carbonate